2,4-dichlorophenoxyacetic acid butyl ester C(CCC)OC(COC1=C(C=C(C=C1)Cl)Cl)=O